N1=C(C=NC2=CC=CC=C12)C=1C=NN(C1)C1C(C1)C=O 2-(4-(quinoxalin-2-yl)-1H-pyrazol-1-yl)cyclopropane-1-carbaldehyde